C(#N)[C@H]1N(CCC1)C1=CC=C(CNC(=O)NC=2N=C(SC2)C#C)C=C1 (S)-1-(4-(2-cyanopyrrolidin-1-yl)benzyl)-3-(2-ethynyl-thiazol-4-yl)urea